N1C=C(C2=CC=CC=C12)C[C@H](N)C=1OC(=NN1)C (S)-2-(1H-indol-3-yl)-1-(5-methyl-1,3,4-oxadiazol-2-yl)ethan-1-amine